3-(3,4-difluoro-2-methoxyphenyl)-4,5-dimethyl-5-phenyl-4,5-dihydrofuran-2-carboxylic acid ethyl ester C(C)OC(=O)C=1OC(C(C1C1=C(C(=C(C=C1)F)F)OC)C)(C1=CC=CC=C1)C